N-(1-(2-hydroxyethyl)-2-oxopyrrolidin-3-yl)-2-methyl-5-((4-methylthiazol-5-yl)methoxy)-benzofuran-3-carboxamide OCCN1C(C(CC1)NC(=O)C1=C(OC2=C1C=C(C=C2)OCC2=C(N=CS2)C)C)=O